C(C)OC(COC1=C(C(=C(C(=C1)Cl)CC1=CC(=C(C=C1)O)C(CCC)C1=CC=C(C=C1)F)Cl)F)=O 2-(3,5-dichloro-2-fluoro-4-(3-(1-(4-fluorophenyl)butyl)-4-hydroxybenzyl)phenoxy)acetic acid ethyl ester